BrC=1C=C(C(=O)N[C@@H]2CCO[C@]23O[C@@H]([C@@H]([C@@H]([C@H]3O)N3N=NC(=C3)C3=CC(=C(C(=C3)F)F)F)O)CO)C=CC1 3-Bromo-N-((4R,5S,7R,8R,9S,10R)-8,10-dihydroxy-7-(hydroxymethyl)-9-(4-(3,4,5-trifluorophenyl)-1H-1,2,3-triazol-1-yl)-1,6-dioxaspiro[4.5]decan-4-yl)benzamide